FC(OC=1C=CC(=NC1)C=1C=C2C(=C(C(N(C2=NC1)CCN1CCOCC1)=O)C(=O)NC1CC2(C1)CCC2)O)F 6-(5-(difluoromethoxy)pyridin-2-yl)-4-hydroxy-1-(2-morpholinylethyl)-2-oxo-N-(spiro[3.3]hept-2-yl)-1,2-dihydro-1,8-naphthyridine-3-carboxamide